3-chloro-1-(propan-2-yl)-N-[(1s,4s)-4-{[2-(trifluoromethyl)imidazo[1,2-a]pyridin-5-yl]amino}cyclohexyl]-1H-pyrazole-4-carboxamide ClC1=NN(C=C1C(=O)NC1CCC(CC1)NC1=CC=CC=2N1C=C(N2)C(F)(F)F)C(C)C